ClC1=CC(=C2C=C(NC2=C1)C(=O)N)OC 6-chloro-4-methoxy-1H-indole-2-carboxamide